BrC1=C(C(CC(O1)O)O[Si](C)(C)C(C)(C)C)C 6-bromo-4-((tert-butyldimethylsilyl)oxy)-5-methyl-3,4-dihydro-2H-pyranol